C(C)OC(CC(C1=CC2=C(N(N=N2)C)C(=C1)OC)C1=C2CCN(CC2=CC=C1)C(C1=C(C=C(C=C1)OCC1CC1)Cl)=O)=O 3-[2-(2-chloro-4-cyclopropylmethoxybenzoyl)-1,2,3,4-tetrahydroisoquinolin-5-yl]-3-(7-methoxy-1-methyl-1H-benzo[d][1,2,3]triazol-5-yl)propionic acid ethyl ester